NC1=NC2=NC=C(N=C2C(N1)=O)CN(C1=CC=C(C(=O)N[C@@H](CCC(=O)N2CCN(CC2)CCOCCOCCOCCOCC(=O)O)C(=O)OC)C=C1)C 2-[2-[2-[2-[2-[4-[(4S)-4-[[4-[(2-amino-4-oxo-3H-pteridin-6-yl)methyl-methyl-amino]benzoyl]amino]-5-methoxy-5-oxo-pentanoyl]piperazin-1-yl]ethoxy]ethoxy]ethoxy]ethoxy]acetic acid